6-(Cyclopropanecarboxamido)-4-((1-(2,2-difluoropropyl)-7-methoxy-1H-indazol-6-yl)amino)-N-(methyl-d3)nicotinamide C1(CC1)C(=O)NC1=NC=C(C(=O)NC([2H])([2H])[2H])C(=C1)NC1=CC=C2C=NN(C2=C1OC)CC(C)(F)F